NC1=CC(=C2C(N(CCCCC(C3=NN=C(C1=N2)O3)(C(F)(F)F)O)C3CC(C3)(F)F)=O)C(F)(F)F 16-amino-11-(3,3-difluorocyclobutyl)-6-hydroxy-6,14-bis(trifluoromethyl)-18-oxa-3,4,11,17-tetrazatricyclo[11.3.1.12,5]octadeca-1(17),2,4,13,15-pentaen-12-one